C(C)(C)(C)OC(=O)N(C(C(=O)O)CC1=CC(=C(C=C1)F)F)C 2-[tert-butoxycarbonyl(methyl)amino]-3-(3,4-difluorophenyl)propanoic acid